CN1CCC(CC1)C1=CNC=2C1=NC(=CC2)NC(=O)C=2SC=CC2 N-[3-(1-methylpiperidin-4-yl)-1H-pyrrolo[3,2-b]pyridin-5-yl]thiophene-2-carboxamide